(2R)-2-[[(2R)-2-amino-3-phenyl-propionyl]amino]-4-methyl-pentanamide propionate C(CC)(=O)O.N[C@@H](C(=O)N[C@@H](C(=O)N)CC(C)C)CC1=CC=CC=C1